Cl.C12OCCNC2C1 2-oxa-5-aza-bicyclo[4.1.0]Heptane hydrochloride